BrC1=CC2=C(C=C1)C1(COC1)N(CCO2)C(=O)OCC2=CC=CC=C2 benzyl 8-bromo-2,3-dihydro-4H-spiro[benzo[f][1,4]oxazepine-5,3'-oxetane]-4-carboxylate